(S)-1'-(5-(1H-indol-7-yl)pyrazin-2-yl)-5-ethyl-1,3-dihydrospiro[indene-2,4'-piperidin] N1C=CC2=CC=CC(=C12)C=1N=CC(=NC1)N1CCC2(CC1)CC1=CC=C(C=C1C2)CC